tri(triphenylphosphine) cobalt chloride [Co](Cl)Cl.C1(=CC=CC=C1)P(C1=CC=CC=C1)C1=CC=CC=C1.C1(=CC=CC=C1)P(C1=CC=CC=C1)C1=CC=CC=C1.C1(=CC=CC=C1)P(C1=CC=CC=C1)C1=CC=CC=C1